C1(CC1)C=1C(=NN(C1)C1CC2(CNC2)C1)C1=C(C=CC=C1)F 6-(4-cyclopropyl-3-(2-fluorophenyl)-1H-pyrazol-1-yl)-2-azaspiro[3.3]heptane